N2,N2-dimethylindene-2,5-diamine CN(C=1CC2=CC=C(C=C2C1)N)C